ClC=1C(=C(C=CC1Cl)[C@@H]1N(OCC1)C1=CC(=NC=N1)NC=1C(=CC(=C(C1)NC(C=C)=O)N1CCC(CC1)N1CCC(CC1)N(C)C)OC)F N-(5-((6-((R)-3-(3,4-dichloro-2-fluorophenyl)isoxazolidine-2-yl)pyrimidine-4-yl)amino)-2-(4-(dimethylamino)-[1,4'-bipiperidine]-1'-yl)-4-methoxy-phenyl)acrylamide